Ethyl 2-(1-benzyl-3-methyl-1H-indol-2-yl)-2,2-difluoroacetate C(C1=CC=CC=C1)N1C(=C(C2=CC=CC=C12)C)C(C(=O)OCC)(F)F